FC=1C=C(C=CC1F)N1CC2C(C1)CN(C2)C(=O)C2=CC(NC1=CC=C(C=C21)OC)=O 4-(5-(3,4-difluorophenyl)octahydropyrrolo[3,4-c]pyrrole-2-carbonyl)-6-methoxyquinolin-2(1H)-one